CN1CCN(CC1)C=1C=CC(=NC1)NC=1C=CC(=C2CNC(C12)=O)C1=CC=2N(C=C1)N=CN2 7-[[5-(4-methylpiperazin-1-yl)-2-pyridyl]amino]-4-([1,2,4]triazolo-[1,5-a]pyridin-7-yl)isoindolin-1-one